3-isopropyl-1-methyl-1-(7-(6-(2-(4-methylpiperazin-1-yl)ethoxy)pyridin-3-yl)-quinoxalin-2-yl)urea C(C)(C)NC(N(C1=NC2=CC(=CC=C2N=C1)C=1C=NC(=CC1)OCCN1CCN(CC1)C)C)=O